tert-butyl (S)-2-((tert-butoxycarbonyl)amino)-3-(4-(4-cyanooxazol-2-yl)thiazol-2-yl)propanoate C(C)(C)(C)OC(=O)N[C@H](C(=O)OC(C)(C)C)CC=1SC=C(N1)C=1OC=C(N1)C#N